O[C@@H]1C[C@H](N(C1)C(C(C(C)C)C1=CC(=NO1)OCC1=C(C=CC=C1)B(O)O)=O)C(N[C@@H](C)C1=CC=C(C=C1)C1=C(N=CS1)C)=O (2-(((5-(1-((2S,4R)-4-hydroxy-2-(((S)-1-(4-(4-methylthiazol-5-yl)phenyl)ethyl)carbamoyl)pyrrolidin-1-yl)-3-methyl-1-oxobutan-2-yl)isoxazol-3-yl)oxy)methyl)phenyl)boronic acid